(R)-N-((3-CYANO-5-FLUORO-4-((4-(3-FLUOROAZETIDIN-1-YL)-1-((4-FLUOROPHENYL)THIO)BUTAN-2-YL)AMINO)PHENYL)SULFONYL)-1-FLUOROCYCLOHEXANE-1-CARBOXAMIDE C(#N)C=1C=C(C=C(C1N[C@@H](CSC1=CC=C(C=C1)F)CCN1CC(C1)F)F)S(=O)(=O)NC(=O)C1(CCCCC1)F